C1(=CC=C2C=CC3=CC=CC4=CC=C1C2=C34)CCCCO 4-(1-pyrenyl)-1-butanol